4-(6-cyclopropyl-2-{4-cyclopropyl-2-[(1-methylcyclobutylamino)methyl]-7-oxo-1,6-dihydro-1,6-diaza-6-indenyl}-4-pyridyl)-3-[1-methyl-4-(trifluoromethyl)-2-imidazolyl]benzonitrile C1(CC1)C1=CC(=CC(=N1)N1C=C(C=2C=C(NC2C1=O)CNC1(CCC1)C)C1CC1)C1=C(C=C(C#N)C=C1)C=1N(C=C(N1)C(F)(F)F)C